2,2-difluorobenzo[d][1,3]dioxole-5,6-diamine FC1(OC2=C(O1)C=C(C(=C2)N)N)F